OC1=CC=C2[C@H]([C@H](COC2=C1)C1=CC=CC=C1)C1=CC=C(C=C1)N1CCN(CC1)CC1=C2CN(C(C2=CC=C1)=O)C1C(NC(CC1)=O)=O 3-(4-((4-(4-((3S,4R)-7-hydroxy-3-phenylchroman-4-yl)phenyl)piperazin-1-yl)methyl)-1-oxoisoindolin-2-yl)piperidine-2,6-dione